(R)-1-(2-fluoro-4-(trifluoromethyl)phenyl)-N-(1-methylpiperidin-3-yl)pyrido[3,4-d]pyridazin-4-amine FC1=C(C=CC(=C1)C(F)(F)F)C1=C2C(=C(N=N1)N[C@H]1CN(CCC1)C)C=NC=C2